(S)-(1-(2,3-dichloro-6-ethoxyphenethyl)pyrrolidin-3-yl)methanamine disuccinate C(CCC(=O)O)(=O)O.C(CCC(=O)O)(=O)O.ClC1=C(CCN2C[C@@H](CC2)CN)C(=CC=C1Cl)OCC